CN(CCCC(=O)OC(C(=O)OCCCCCCCC\C=C/CCCCCCCC)C(C(=O)OCCCCCCCC\C=C/CCCCCCCC)OC(CCCN(C)C)=O)C di((Z)-octadec-9-en-1-yl) 2,3-bis((4-(dimethylamino)butanoyl)oxy)succinate